NC1=C2N=C(N(C2=NC=N1)CCCS(=O)(=O)NCC)SC=1C=C2C(CCC2=CC1I)=O 3-(6-amino-8-((6-iodo-3-oxo-2,3-dihydro-1H-inden-5-yl)thio)-9H-purin-9-yl)-N-ethylpropane-1-sulfonamide